COC=1C=C(C=CC1OC)C=1N=C2N(C(C1)=O)C=C(C=C2)N2CCC(CC2)N(C)C 2-(3,4-dimethoxyphenyl)-7-[4-(dimethylamino)piperidin-1-yl]-4H-pyrido[1,2-a]pyrimidin-4-one